CC1=CN=C(S1)C=1C(=C(C(=O)N)C=CC1)N1CCCC1 (5-methylthiazol-2-yl)-2-(pyrrolidin-1-yl)benzamide